C(CCCCCCC=O)=O 1,8-octanedial